N-(1-((S)-1-(5-amino-6-((1R,5S)-2-oxo-3-azabicyclo[3.1.0]hex-3-yl)pyridin-3-yl)ethyl)-1H-pyrazol-4-yl)-6-(3-chloro-6-(difluoromethyl)-2-fluorophenyl)-3-methylpyrazine-2-carboxamide NC=1C=C(C=NC1N1C([C@@H]2C[C@@H]2C1)=O)[C@H](C)N1N=CC(=C1)NC(=O)C1=NC(=CN=C1C)C1=C(C(=CC=C1C(F)F)Cl)F